C(C)S(=O)(=O)[O-] Ethylsulfonate